C1(CC1)CN1CC(C(CC1)C)C(=O)C1=CC2=CC=C(C=C2C=C1)OC (1-(cyclopropylmethyl)-4-methylpiperidin-3-yl)(6-methoxynaphthalen-2-yl)methanone